N-[3-(5-chloro-1,3-benzoxazol-2-yl)-3-azaspiro[5.5]undecan-9-yl]-2,2-dioxo-2lambda6-thiaspiro[3.3]heptane-6-carboxamide ClC=1C=CC2=C(N=C(O2)N2CCC3(CC2)CCC(CC3)NC(=O)C3CC2(CS(C2)(=O)=O)C3)C1